CN(CCN(C)C)C.[Zn] zinc N,N'-tetramethyl-ethylenediamine